COC1=CC=C(C2=C1NC(=N2)NC(=O)C=2C=NN(C2)C)C2CCOCC2 1-Methyl-1H-pyrazole-4-carboxylic acid [7-methoxy-4-(tetrahydro-pyran-4-yl)-1H-benzoimidazol-2-yl]-amide